ClCOC(CC1CCN(CC1)C(=O)OC(C)(C)C)=O Tert-butyl 4-(2-(chloromethoxy)-2-oxoethyl)piperidine-1-carboxylate